3-(3-(1-methyl-1H-pyrazol-4-yl)quinolin-6-yl)propanal CN1N=CC(=C1)C=1C=NC2=CC=C(C=C2C1)CCC=O